C1(CC1)C=1N=NN(C1)[C@H](C(=O)N1[C@@H](C[C@H](C1)O)C(=O)NCC1=C(C=CC=C1OC(F)(F)F)OC)C(C)(C)C (2S,4R)-1-[(2S)-2-(4-cyclopropyltriazol-1-yl)-3,3-dimethyl-butanoyl]-4-hydroxy-N-[[2-methoxy-6-(trifluoromethoxy)phenyl]methyl]pyrrolidine-2-carboxamide